C(C)(C)(C)OC(=O)N1CCC(CC1)C1=C(C=C2C(=NN(C2=C1)C)C1C(NC(CC1)=O)=O)F 4-(3-(2,6-dioxopiperidin-3-yl)-5-fluoro-1-methyl-1H-indazol-6-yl)piperidine-1-carboxylic acid tert-butyl ester